N-isopentylthiophene-2-carboxamide C(CC(C)C)NC(=O)C=1SC=CC1